(S)-8-chloro-6-(((2-methyl-2H-indazol-4-yl)(1-(1-(trifluoromethyl)cyclopropyl)-1H-1,2,3-triazol-4-yl)methyl)amino)-4-(neopentylamino)quinoline-3-carbonitrile ClC=1C=C(C=C2C(=C(C=NC12)C#N)NCC(C)(C)C)N[C@H](C=1N=NN(C1)C1(CC1)C(F)(F)F)C=1C2=CN(N=C2C=CC1)C